OC(C)(C)C=1N=CC(=NC1)N1C(O[C@@]2(C1)C[C@](C(CC2)=O)(C)CN2C=NC1=C2C=C(C=C1)C#N)=O (((5R,7R)-3-(5-(2-hydroxy-prop-2-yl)pyrazin-2-yl)-7-methyl-2,8-dioxo-1-oxa-3-azaspiro[4.5]decan-7-yl)methyl)-1H-benzo[d]imidazole-6-carbonitrile